(1S,8'R)-4'-((1R,5S)-3,8-diazabicyclo[3.2.1]octan-3-yl)-4-chloro-8'-fluoro-2'-((tetrahydro-1H-pyrrolizin-7a(5H)-yl)methoxy)-2,3,5',8'-tetrahydro-6'H-spiro[indene-1,7'-quinazoline] [C@H]12CN(C[C@H](CC1)N2)C2=NC(=NC=1[C@@H]([C@@]3(CCC21)CCC2=C(C=CC=C23)Cl)F)OCC23CCCN3CCC2